glutaryl Chloride C(CCCC(=O)Cl)(=O)Cl